BrC=1C=C(C=CC1)CC(=O)NC1=CC=C(C=C1)C1=CC2=C(N=CN=C2N2CCOCC2)N1COCC[Si](C)(C)C 2-(3-bromophenyl)-N-{4-[4-(morpholin-4-yl)-7-{[2-(trimethylsilyl)ethoxy]methyl}-7H-pyrrolo[2,3-d]pyrimidin-6-yl]phenyl}acetamide